[Cu]Br copper (i) bromide